N-((3aR,4R,5R,7R,7aS)-2-(4-cyano-2-fluoro-3-(trifluoromethyl)phenyl)-4,7-dimethyl-1,3-dioxooctahydro-1H-4,7-epoxyisoindol-5-yl)-5-(1-hydroxyethyl)-1H-pyrazole-3-carboxamide C(#N)C1=C(C(=C(C=C1)N1C([C@@H]2[C@]3(C[C@H]([C@@]([C@@H]2C1=O)(O3)C)NC(=O)C3=NNC(=C3)C(C)O)C)=O)F)C(F)(F)F